COC=1C=C(C=CC1OC)S(=O)(=O)N1CC2=C(C1)CN(C2)C(=O)NCC=2OC=CC2 5-(3,4-Dimethoxybenzenesulfonyl)-N-(furan-2-ylmethyl)-1H,2H,3H,4H,5H,6H-pyrrolo[3,4-c]pyrrole-2-carboxamide